BrC=1C=CC=C2C(=NN(C12)C)NCCC(=O)O 3-((7-bromo-1-methyl-1H-indazol-3-yl)amino)propionic acid